COC1=C2C(=NC(=C1)C1=C(C=C(C=C1C)C(F)(F)F)O)N=C(O2)SC 2-[7-Methoxy-2-(methylthio)oxazolo[4,5-b]pyridin-5-yl]-3-methyl-5-(trifluoro-methyl)phenol